ClC1=NC=C(C(=C1)C(=O)NCCC1=CC=C(C=C1)OC)OC1=CC(=CC=C1)C 2-chloro-N-[2-(4-methoxyphenyl)ethyl]-5-(3-methylphenoxy)pyridine-4-carboxamide